BrC1=CC=C(C=C1)[C@@H](C(F)(F)F)N[S@@](=O)C(C)(C)C (S)-N-[(1S)-1-(4-bromophenyl)-2,2,2-trifluoroethyl]-2-methylpropane-2-sulfinamide